(R)-1-(6-(3-(4-(5-cyclopropylpyridin-3-yl)-1H-1,2,3-triazol-1-yl)oxetan-3-yl)pyridin-3-yl)-N-((1-fluorocyclopropyl)methyl)piperidin-3-amine C1(CC1)C=1C=C(C=NC1)C=1N=NN(C1)C1(COC1)C1=CC=C(C=N1)N1C[C@@H](CCC1)NCC1(CC1)F